[N+](=O)([O-])C1=CC=C(C=C1)S(=O)(=O)N1CCC[C@@H](C1)O (2S,5S)-1-(p-nitrobenzenesulfonyl)-5-hydroxy-piperidine